4-{(4-benzoxazol-2-yl-phenyl)-phenyl-amino}-2-[4-{(4-benzoxazol-2-yl-phenyl)-phenyl-amino}-phenyl]-benzoxazole O1C(=NC2=C1C=CC=C2)C2=CC=C(C=C2)N(C2=CC=CC1=C2N=C(O1)C1=CC=C(C=C1)N(C1=CC=CC=C1)C1=CC=C(C=C1)C=1OC2=C(N1)C=CC=C2)C2=CC=CC=C2